FC(C(C1=CC=C(C=C1)C(F)(F)F)NS(=O)(=O)C1=CN=C2N1N=CC=C2)(F)F N-(2,2,2-trifluoro-1-(4-(trifluoromethyl)phenyl)ethyl)imidazo[1,2-b]pyridazine-3-sulfonamide